C(C)N1N=C(C2=NC(=CC=C21)C(=O)OC)C Methyl 1-ethyl-3-methyl-1H-pyrazolo[4,3-b]pyridine-5-carboxylate